benzyl N-{1-[4-(1,3-dioxolan-2-yl)-3-[(4-methoxyphenyl)methoxy]phenyl]cyclopropyl}carbamate O1C(OCC1)C1=C(C=C(C=C1)C1(CC1)NC(OCC1=CC=CC=C1)=O)OCC1=CC=C(C=C1)OC